C[N+](C1=CC=CC=C1)(C)C.C[N+](C1=CC=CC=C1)(C)C.FC1=C(C(=C(C(=C1S(=O)(=O)[O-])F)F)F)F.FC1=C(C(=C(C(=C1S(=O)(=O)[O-])F)F)F)F pentafluorobenzenesulfonic acid ditrimethylphenyl-ammonium salt